C(C1=CC=CC=C1)=C1C(NC(C(N1)=O)=C([2H])C=1N=CNC1C(C)(C)C)=O 3-benzylidene-6-[(5-tert-butyl-1H-imidazol-4-yl)deuteromethylene]piperazine-2,5-dione